(R)-5-(((4-(3-chloro-4-(3-((3-fluoro-4-((((R)-2-hydroxypropyl)amino)methyl)pyridin-2-yl)amino)-2-methylphenyl)pyridin-2-yl)-2-fluoro-6-methoxybenzyl)amino)methyl)pyrrolidin-2-one ClC=1C(=NC=CC1C1=C(C(=CC=C1)NC1=NC=CC(=C1F)CNC[C@@H](C)O)C)C1=CC(=C(CNC[C@H]2CCC(N2)=O)C(=C1)OC)F